1-(4-(4-amino-1H-imidazol-1-yl)-2,3-dimethoxyphenyl)ethanone NC=1N=CN(C1)C1=C(C(=C(C=C1)C(C)=O)OC)OC